C(C1=CC=CC=C1)OC(=O)C=1C(=NC(=C(C1OCC1=CC=CC=C1)C)C)C=1C(=NC(=C(C1)C)C(F)(F)F)N1CCC(CCC1)(F)F 4-Benzyloxy-2-[2-(4,4-difluoroazepan-1-yl)-5-methyl-6-(trifluoromethyl)-3-pyridinyl]-5,6-dimethyl-pyridine-3-carboxylic acid benzyl ester